O1C=C(C=C1)C=1C(=CC2=CN(N=C2C1)CC(C)(C)O)NC(=O)C=1N=C(SC1)C=1CCN(CC1)C(=O)OC(C)(C)O 2-hydroxypropane-2-yl 4-(4-((6-(furan-3-yl)-2-(2-hydroxy-2-methylpropyl)-2H-indazol-5-yl)carbamoyl)thiazol-2-yl)-3,6-dihydropyridine-1(2H)-carboxylate